FC1=C(C=CC=C1)N1N=C(C(C=C1C)=O)C(=O)NC1=NC=CC(=C1)C 1-(2-fluorophenyl)-6-methyl-N-(4-methylpyridin-2-yl)-4-oxo-1,4-dihydropyridazine-3-carboxamide